O=C1N(CCC12CCN(CC2)C(=O)OC(C)(C)C)C2=NC=CC=C2C(F)(F)F tert-butyl 1-oxo-2-[3-(trifluoromethyl)pyridin-2-yl]-2,8-diazaspiro[4.5]decane-8-carboxylate